phosphoryl chloride boron [B].P(=O)(Cl)(Cl)Cl